4-bromo-3-chlorothieno[2,3-c]pyridine BrC1=C2C(=CN=C1)SC=C2Cl